8-methyl-N-{[(2S)-oxolan-2-yl]methyl}-2-[2-(pyridin-2-yl)ethyl]-4,5-dihydro-2H-furo[2,3-g]indazole-7-carboxamide CC1=C(OC=2CCC3=CN(N=C3C21)CCC2=NC=CC=C2)C(=O)NC[C@H]2OCCC2